C(C)(C)OCC1OC(OC1)=O 4-isopropoxymethyl-1,3-dioxolan-2-one